Dichloro[1,3-bis(2,6-diisopropylphenyl)imidazolidin-2-ylidene][(5-(2-ethoxy-2-oxoethanamido))-(2-isopropoxy)benzylidene]ruthenium(II) Cl[Ru-4](=CC1=C(C=CC(=C1)NC(C(=O)OCC)=O)OC(C)C)(=C1N(CCN1C1=C(C=CC=C1C(C)C)C(C)C)C1=C(C=CC=C1C(C)C)C(C)C)Cl